C[C@H]([C@@H](CNC(OCC1=CC=CC=C1)=O)C(=O)N1C(OC([C@H]1C(C)C)(C1=CC=CC=C1)C1=CC=CC=C1)=O)CC Benzyl {(2S,3S)-3-methyl-2-[(4R)-2-oxo-5,5-diphenyl-4-(propan-2-yl)-1,3-oxazolidine-3-carbonyl]pentyl}carbamate